OCCN 2-hydroxyethylamine